N,N,N'-tris-hydroxyethyl-urea OCCN(C(=O)NCCO)CCO